2,4-Difluoro-6-hydroxybenzoic acid methyl ester COC(C1=C(C=C(C=C1O)F)F)=O